N-(3-(5-(2,6-dichloro-3,5-dimethoxyphenethyl)-1H-pyrazol-3-ylamino)phenyl)acrylamide ClC1=C(CCC2=CC(=NN2)NC=2C=C(C=CC2)NC(C=C)=O)C(=C(C=C1OC)OC)Cl